BrC1=CC2=C(N=C(S2)CC2=CC=C(C=C2)OC(F)(F)F)C=C1 6-bromo-2-(4-(trifluoromethoxy)benzyl)benzo[d]thiazole